OC1=C(CN2CC(CC2)CNC(=O)C2CCN(CC2)C2=NC(=NO2)C2=CC=C(C=C2)OC)C=CC=C1 N-((1-(2-Hydroxybenzyl)pyrrolidin-3-yl)methyl)-1-(3-(4-methoxyphenyl)-1,2,4-oxadiazol-5-yl)piperidine-4-carboxamide